C(C)OC(=O)C=1C(NC(NC1C)=S)C1=CC(=C(C(=C1)OC)OC(\C=C\C1=CC=NC=C1)=O)Cl (E)-ethyl-4-(3-chloro-5-methoxy-4-(3-(pyridin-4-yl)acryloyloxy)phenyl)-6-methyl-2-thioxo-1,2,3,4-tetrahydropyrimidine-5-carboxylate